N-((3R,10R,13S)-10,13-Dimethyl-17-(4-methyl-1H-imidazol-1-yl)-2,3,4,7,8,9,10,11,12,13,14,15-Dodecahydro-1H-cyclopenta[a]phenanthrene-3-yl)-2,4-difluorobenzamide C[C@]12C3CC[C@@]4(C(=CCC4C3CC=C2C[C@@H](CC1)NC(C1=C(C=C(C=C1)F)F)=O)N1C=NC(=C1)C)C